(4-amino-1,3-dihydrofuro[3,4-c]quinolin-8-yl)((3R,5S)-3-methyl-5-(6-(trifluoromethyl)-3-pyridinyl)-4-morpholinyl)methanone NC1=NC=2C=CC(=CC2C2=C1COC2)C(=O)N2[C@@H](COC[C@@H]2C=2C=NC(=CC2)C(F)(F)F)C